tert-butyl 7-[5-[[4-cyano-1-(2-trimethylsilylethoxymethyl)imidazole-2-carbonyl]amino]-6-(4,4-dimethylcyclohexen-1-yl)-2-pyridyl]-3-oxa-9-azabicyclo[3.3.1]nonane-9-carboxylate C(#N)C=1N=C(N(C1)COCC[Si](C)(C)C)C(=O)NC=1C=CC(=NC1C1=CCC(CC1)(C)C)C1CC2COCC(C1)N2C(=O)OC(C)(C)C